tert-butyl (2-((5-amino-2,3-dihydrobenzofuran-4-yl)amino)ethyl)carbamate NC=1C=CC2=C(CCO2)C1NCCNC(OC(C)(C)C)=O